chromium dinicotinate hydroxycitrate OC(C(=O)[O-])C(O)(C(=O)[O-])CC(=O)[O-].C(C1=CN=CC=C1)(=O)[O-].C(C1=CN=CC=C1)(=O)[O-].[Cr+5]